1,1,4,7-tetramethyl-3,4,5,6,7,7b-hexahydro-2H-cyclopropa[e]azulen-1a-ol CC1(C2C=3C(CCC3C(CCC21O)C)C)C